ClC=1C=C2[C@@](C(N(C2=CC1)C=1C=CC(=C(C(=O)O)C1)OC)=O)(C)C=1C=C2CCC(OC2=CC1)(C)C 5-[(3R)-5-chloro-3-(2,2-dimethylchroman-6-yl)-3-methyl-2-oxo-indolin-1-yl]-2-methoxy-benzoic acid